CC1=C(SC=C1)CNCC(=O)NC1(CCOC2(CCCC2)C1)C1=NC=CC=C1 2-(((3-methylthiophen-2-yl)methyl)amino)-N-(9-(pyridin-2-yl)-6-oxaspiro[4.5]decan-9-yl)acetamide